{2-chloro-5-methyl-4-[methyl-(3,4,5-trifluorophenyl)amino]phenyl}-N-ethyl-N-methylimidoformamide ClC1=C(C=C(C(=C1)N(C1=CC(=C(C(=C1)F)F)F)C)C)C(N(C)CC)=N